[Na].OCCCCCP(=O)C(CCC(=O)OC)=O methyl 4-(hydroxypentylphosphinyl)-4-oxobutanoate-sodium salt